cis-tert-butyl 4-(3-((5-chloro-4-(4'-fluoro-[1,1'-biphenyl]-3-yl)pyrimidin-2-yl)amino)cyclohexane-1-carbonyl)piperazine-1-carboxylate ClC=1C(=NC(=NC1)N[C@H]1C[C@H](CCC1)C(=O)N1CCN(CC1)C(=O)OC(C)(C)C)C=1C=C(C=CC1)C1=CC=C(C=C1)F